N-(4-fluorobenzyl)-2-methyl-2-phenylpropanamide FC1=CC=C(CNC(C(C)(C2=CC=CC=C2)C)=O)C=C1